4-(3,5-Difluorophenoxy)-2-methylaniline FC=1C=C(OC2=CC(=C(N)C=C2)C)C=C(C1)F